(2,3,4,5,6-pentafluorophenyl) 3-[[4-(2,6-dimethylphenyl)-6-[(6-phenyl-3-piperidyl)oxy]pyrimidin-2-yl]sulfamoyl]benzoate CC1=C(C(=CC=C1)C)C1=NC(=NC(=C1)OC1CNC(CC1)C1=CC=CC=C1)NS(=O)(=O)C=1C=C(C(=O)OC2=C(C(=C(C(=C2F)F)F)F)F)C=CC1